BrC1=NC(=CC(=C1)C(=O)O)Br 2,6-dibromo-4-pyridinecarboxylic acid